ClC1=C(C=CC=C1C(C)C)O 2-chloro-3-isopropylphenol